racemic-6-((1S,2S)-2-(4,4,5,5-tetramethyl-1,3,2-dioxaborolan-2-yl)cyclopropyl)-1-(2,2,2-trifluoroethyl)-1H-pyrazolo[3,4-b]pyridine CC1(OB(OC1(C)C)[C@@H]1[C@H](C1)C1=CC=C2C(=N1)N(N=C2)CC(F)(F)F)C |r|